C(C)[C@@H]1CNC=2C=CC=C3C2N1C(=C3)C3=NC1=C(N3C)C(=CC(=C1)C=O)F (2-((R)-3-ethyl-2,3-dihydro-1H-pyrrolo[1,2,3-de]quinoxalin-5-yl)-7-fluoro-1-methyl-1H-benzo[d]imidazol-5-yl)methanone